pentyl-pyridine-2-carboxamide C(CCCC)C=1C(=NC=CC1)C(=O)N